(3aS,6S,6aR)-6-(hydroxymethyl)-2,3,3a,5,6,6a-hexahydro-1H-pyrrolo[3,4-c]pyrrol-4-one OC[C@H]1NC([C@H]2[C@@H]1CNC2)=O